N1C(=NC2=C1C=CC=C2)CN(CCCCN)C2CCCC=1C=CC(=NC21)C N1-(1H-benzoimidazol-2-ylmethyl)-N1-(2-methyl-5,6,7,8-tetrahydroquinolin-8-yl)-butane-1,4-diamine